CC1(CNC=2C1=NC(=CC2C(C)N2C[C@H](CCC2)C)C(=O)O)C 3,3-dimethyl-7-{1-[(3S)-3-methylpiperidin-1-yl]ethyl}-1H,2H-pyrrolo[3,2-b]pyridine-5-carboxylic acid